[Sn]=O.[In].[Sn] tin indium tin oxide